C(CCCCCCCCCCCC(=O)Cl)(=O)Cl brassylic acid dichloride